C(C)OC(C=CC1=CC(=C(C=C1)O)O)=O ethyl-3,4-dihydroxycinnamate